1-Tert-Butyl (8-((2-(2,6-dioxopiperidin-3-yl)-1,3-dioxoisoindolin-4-yl)amino)octyl)carbamate O=C1NC(CCC1N1C(C2=CC=CC(=C2C1=O)NCCCCCCCCNC(OC(C)(C)C)=O)=O)=O